1-(4-amino-2-methylphenyl)pyrrolidine-2-one NC1=CC(=C(C=C1)N1C(CCC1)=O)C